2-(5-(trifluoromethyl)pyrazin-2-yl)-2,8-diazaspiro[4.5]decane hydrochloride Cl.FC(C=1N=CC(=NC1)N1CC2(CC1)CCNCC2)(F)F